Acetyloxy benzenecarboperoxoate C1(=CC=CC=C1)C(=O)OOOC(C)=O